3-aminopropyl-(isopropyloxymethylsilane) NCCC[SiH2]COC(C)C